N[SiH3].[Cr] chromium aminosilane